6-chloro-2-(1-(3-chloropyridin-2-yl)-3-((1,1-dioxothietin-3-yl)oxy)-pyrazol-5-yl)-8-methyl-4H-benzo[d][1,3]oxazin-4-one ClC1=CC2=C(N=C(OC2=O)C2=CC(=NN2C2=NC=CC=C2Cl)OC2=CS(C2)(=O)=O)C(=C1)C